tert-butyl (1S,4S)-5-((3S,3aR,6S,6aR)-6-aminohexahydrofuro[3,2-b]furan-3-yl)-2,5-diazabicyclo[2.2.2]octane-2-carboxylate N[C@H]1CO[C@H]2[C@@H]1OC[C@@H]2N2[C@@H]1CN([C@H](C2)CC1)C(=O)OC(C)(C)C